4-methyl-1-[(2R)-2-[(3S)-3-methyl-4-methylsulfonyl-piperazin-1-yl]propyl]-5-[[2-[6-(2,2,2-trifluoroethyl)quinazolin-4-yl]-2,7-diazaspiro[3.5]nonan-7-yl]methyl]indole-2-carbonitrile CC1=C2C=C(N(C2=CC=C1CN1CCC2(CN(C2)C2=NC=NC3=CC=C(C=C23)CC(F)(F)F)CC1)C[C@@H](C)N1C[C@@H](N(CC1)S(=O)(=O)C)C)C#N